O1C=2N(C(C13CCNCC3)=O)C=CC2 spiro[piperidine-4,2'-pyrrolo[2,1-b]oxazol]-3'-one